C12C3C4C=CC(C3CC2C2C=CC1C2)C4 pentacyclo[7.4.0.13,6.110,13.02,7]-pentadeca-4,11-diene